FC1=C(CC2=NN3C(=NC(=C(C3=N2)C2=CC(=NC=C2)N(C)C)C2=CC=C(C=C2)F)N)C(=CC=C1)F 2-(2,6-difluorobenzyl)-8-(2-(dimethylamino)pyridin-4-yl)-7-(4-fluorophenyl)-[1,2,4]triazolo[1,5-c]pyrimidin-5-amine